C(C)C1=CC(=C(OCCNC(OC)=O)C=C1)S(NC1=NOC2=C1C(=CC(=C2)CN2N=CC(=C2)CNC(C(=C)F)=O)OC)(=O)=O methyl (2-(4-ethyl-2-(N-(6-((4-((2-fluoroacrylamido)methyl)-1H-pyrazol-1-yl)methyl)-4-methoxybenzo[d]isoxazol-3-yl)sulfamoyl)phenoxy)ethyl)carbamate